C(C)(C)(C)OC(=O)N1CCC(=CC1)C1=CC=C(C=C1)NC(=O)C12CCC(CC1)(CC2)C(NC2=CC(=C(C=C2)CNC(=O)OC(C)(C)C)F)=O 4-[4-({4-[4-(tert-butoxycarbonylamino-methyl)-3-fluoro-phenyl-carbamoyl]-bicyclo[2.2.2]octane-1-carbonyl}-amino)-phenyl]-3,6-dihydro-2H-pyridine-1-carboxylic acid tert-butyl ester